C1(=CC=CC=2C3=CC=CC=C3CC12)COC(=O)N[C@H](CCCCNC(=O)OCC1=CC=CC=2C3=CC=CC=C3CC12)C(=O)O N,N'-difluorenylmethoxycarbonyl-D-lysine